Tertbutyl ((2-(4-(2-((tertbutyldimethylsilyl)oxy)propan-2-yl)-5-fluoro-6-(4-fluorophenyl)-pyridin-2-yl)-4-oxotetrahydrofuran-2-yl)methyl)carbamate C(C)(C)(C)[Si](OC(C)(C)C1=CC(=NC(=C1F)C1=CC=C(C=C1)F)C1(OCC(C1)=O)CNC(OC(C)(C)C)=O)(C)C